tin-silver-copper-tin [Sn].[Cu].[Ag].[Sn]